C(C)(C)(C)C1=CC(=NO1)N1C(OCC1=O)C=1C=C(C(=O)NCCCCC2=CC=CC=C2)C=CC1 3-(3-(5-(tert-butyl)isoxazol-3-yl)-4-oxooxazolidin-2-yl)-N-(4-phenylbutyl)benzamide